NC=1C=C(C(=O)N)C=C(C1NC\C=C\CNC1=C(C=C(C=C1)C(N)=O)N)OCCCO[Si](C)(C)C(C)(C)C (E)-3-amino-4-((4-((2-amino-4-carbamoylphenyl)amino)but-2-en-1-yl)amino)-5-(3-((tert-butyldimethylsilyl)oxy)propoxy)benzamide